[Si](C)(C)(C(C)(C)C)OC[C@H](COC1=NNC(=C1[N+](=O)[O-])C)F (S)-3-(3-((tert-Butyldimethylsilyl)oxy)-2-fluoropropoxy)-5-methyl-4-nitro-1H-pyrazole